COC(=O)C12CC(C1)(C2)C(C=[N+]=[N-])=O 3-(2-diazoacetyl)bicyclo[1.1.1]pentane-1-carboxylic acid methyl ester